[1-(3-bromophenyl)-3-(dimethylamino)propyl]-5-(6-ethoxypyrazin-2-yl)-1,3-thiazole-2-carboxamide BrC=1C=C(C=CC1)C(CCN(C)C)C=1N=C(SC1C1=NC(=CN=C1)OCC)C(=O)N